FC(OC=1C(=NC=C(C1)C[C@H](C(F)(F)F)C)N1C(=NC(=C1C)C(=O)NCC1CCC(CC1)S(=O)(=O)C)CC)F |o1:10| 1-(3-(Difluoromethoxy)-5-((R*)-3,3,3-trifluoro-2-methylpropyl)pyridin-2-yl)-2-ethyl-5-methyl-N-(((1r,4R)-4-(methylsulfonyl)cyclohexyl)methyl)-1H-imidazole-4-carboxamide